6-chloro-N-(3,3-difluorocyclobutyl)nicotinamide ClC1=NC=C(C(=O)NC2CC(C2)(F)F)C=C1